C(C)P([O-])(=O)C(C)CC ethyl-sec-butylphosphinate